C1(=CC=CC=C1)CC(COC1OCCCC1)C1=NC=CC=N1 1-phenyl-2-(pyrimidin-2-yl)-3-((tetrahydro-2H-pyran-2-yl)oxy)propane